COC1=C2C(=C(NC2=C(C=C1)C(F)(F)F)C(=O)N)C(F)(F)F 4-methoxy-3,7-bis(trifluoromethyl)-1H-indole-2-carboxamide